3,3'-dimethylbinaphthol CC1=C(C(=C2C=CC=CC2=C1)C1=CC(=CC2=CC=CC=C12)C)O